2-[3-(3,5-dibromophenyl)ureido]-4-trifluoromethoxy-N-ethylbenzamide BrC=1C=C(C=C(C1)Br)NC(NC1=C(C(=O)NCC)C=CC(=C1)OC(F)(F)F)=O